(R)-N-(3-(1-((2-amino-5-chloropyridin-3-yl)oxy)ethyl)-phenyl)-3-(trifluoromethyl)-benzamide NC1=NC=C(C=C1O[C@H](C)C=1C=C(C=CC1)NC(C1=CC(=CC=C1)C(F)(F)F)=O)Cl